C(C1=CC=CC=C1)C(O)([C@H](O)[C@@H](O)[C@H](O)[C@H](O)CO)CC1=CC=CC=C1 Dibenzyl-Sorbitol